(7R,2R,5S)-2-allyl-8-benzyl-3-(4-methoxybenzyl)-3,8-diazabicyclo[3.2.1]octane C(C=C)[C@@H]1C2CC[C@@H](CN1CC1=CC=C(C=C1)OC)N2CC2=CC=CC=C2